P(=O)(OC1=CC=CC=C1)(OCC(C)(C)C)OCC(C)(C)C phenyl bis(neopentyl) phosphate